N-(4-((Dimethylamino)methyl)phenyl)-3'-fluoro-5'-methoxy-[1,1'-biphenyl]-4-amin CN(C)CC1=CC=C(C=C1)NC1=CC=C(C=C1)C1=CC(=CC(=C1)OC)F